ClC1=C2C(=NC=C1OC=1C=NN3C1C=NC=C3)N=C(N2C)NC=2C(N(C=C(C2)C2CC2)C2CC(C2)O)=O 3-((7-chloro-1-methyl-6-(pyrazolo[1,5-a]pyrazin-3-yloxy)-1H-imidazo[4,5-b]pyridin-2-yl)amino)-5-cyclopropyl-1-((1s,3s)-3-hydroxycyclobutyl)pyridin-2(1H)-one